2-octyldecyl 8-[({[1-(N,N-dimethylglycyl)piperidin-4-yl]oxy}carbonyl){7-oxo-7-[(2-undecyltridecyl)oxy]heptyl}amino]octanoate CN(CC(=O)N1CCC(CC1)OC(=O)N(CCCCCCCC(=O)OCC(CCCCCCCC)CCCCCCCC)CCCCCCC(OCC(CCCCCCCCCCC)CCCCCCCCCCC)=O)C